FC1(CC=2N(CC1)N=C(C2C2=C1C(=NC=C2)NN=C1)C1=NC=C(C=C1)F)F 4-[5,5-Difluoro-2-(5-fluoro-2-pyridyl)-6,7-dihydro-4H-pyrazolo[1,5-a]pyridin-3-yl]-1H-pyrazolo[3,4-b]pyridine